(2S,3R,4S,5S,6S)-2-(((4aR,10aR)-6-hydroxy-1-propyl-1,2,3,4,4a,5,10,10a-octahydrobenzo[g]quinolin-7-yl)oxy)-6-(methoxycarbonyl)tetrahydro-2H-pyran-3,4,5-triyl triacetate C(C)(=O)O[C@H]1[C@@H](O[C@@H]([C@H]([C@@H]1OC(C)=O)OC(C)=O)C(=O)OC)OC=1C=CC2=C(C[C@H]3CCCN([C@@H]3C2)CCC)C1O